6-(2-((2-(4-Fluorophenyl)-1H-benzo[d]imidazol-1-yl)methyl)phenoxy)hexanoic acid FC1=CC=C(C=C1)C1=NC2=C(N1CC1=C(OCCCCCC(=O)O)C=CC=C1)C=CC=C2